N-(3-(methylsulfonyl)phenyl)-5,6-dihydrobenzo[f]imidazo[1,5-d][1,4]oxazepine-10-carboxamide CS(=O)(=O)C=1C=C(C=CC1)NC(=O)C=1C=CC2=C(C=3N(CCO2)C=NC3)C1